(3aR,5s,6aS)-2-((2,2-dimethyltetrahydro-2H-pyran-4-yl)methyl)-N-(6-(2-(trifluoromethyl)pyridin-3-yl)pyridazin-3-yl)octahydrocyclopenta[c]pyrrol-5-amine CC1(OCCC(C1)CN1C[C@@H]2[C@H](C1)CC(C2)NC=2N=NC(=CC2)C=2C(=NC=CC2)C(F)(F)F)C